2,3,5,6-tetrabromophenol BrC1=C(C(=C(C=C1Br)Br)Br)O